6-[[(phenylmethyl)amino]sulfonyl]-2-trifluoromethyl-2H-1-benzopyran-3-carboxylic acid C1(=CC=CC=C1)CNS(=O)(=O)C=1C=CC2=C(C=C(C(O2)C(F)(F)F)C(=O)O)C1